ClC1=C(C(=CC=C1Cl)O)[C@H]1CC(N([C@H]1C)CCO)=O (4R,5S)-4-(2,3-dichloro-6-hydroxyphenyl)-1-(2-hydroxyethyl)-5-methylpyrrolidin-2-one